5,6-Dimethyl-8,9-dihydro-7H-pyrrolo[3,4-c][1,2,4]triazolo[1,5-a]pyridine hydrochloride Cl.CC1=C(C2=C(C=3N1N=CN3)CNC2)C